1-(1'-hydroxy-3'-(methylthio)propoxy)-3-(methylthio)propan-1-ol OC(CCSC)OC(CCSC)O